CS(=O)(=O)OCCN aminoethyl methanesulfonate